2,2-Bis(3-amino-4-hydroxyphenyl)-hexafluoropropane NC=1C=C(C=CC1O)C(C(F)(F)F)(C(F)(F)F)C1=CC(=C(C=C1)O)N